5-bromo-2-cyclopropylbenzo[d]oxazole BrC=1C=CC2=C(N=C(O2)C2CC2)C1